(2R,3S,4S)-4-hydroxy-2-[(4-methoxyphenyl) methyl]pyrrolidin-3-yl 2-[4-(trifluoromethoxy)phenyl]acetate FC(OC1=CC=C(C=C1)CC(=O)O[C@H]1[C@H](NC[C@@H]1O)CC1=CC=C(C=C1)OC)(F)F